1,4-di(2-thienyl)-1,3-butadiene S1C(=CC=C1)C=CC=CC=1SC=CC1